FC1=CC=C(C=C1)[C@@H]1N(CCC2=CC=CC=C12)C(=O)[C@@H]1CC[C@@H](CO1)NC(OC(C)(C)C)=O tert-butyl ((3S,6S)-6-((S)-1-(4-fluorophenyl)-1,2,3,4-tetrahydroisoquinoline-2-carbonyl)tetrahydro-2H-pyran-3-yl)carbamate